(5-phenyl-1,2,4-thiadiazol-3-yl)methanol Ethyl-2-Chloro-acetate C(C)C(C(=O)OCC1=NSC(=N1)C1=CC=CC=C1)Cl